methyl 3-[6-[[(3S,4S)-1-tert-butoxycarbonyl-4-fluoro-pyrrolidin-3-yl]amino]-2-pyridyl]imidazo[1,2-a]pyridine-7-carboxylate C(C)(C)(C)OC(=O)N1C[C@@H]([C@H](C1)F)NC1=CC=CC(=N1)C1=CN=C2N1C=CC(=C2)C(=O)OC